C(C=C)(=O)N1CN(CN(C1)C(C=C)=O)C(C=C)=O 1,3,5-triacryloyl-hexahydros-triazine